(4-(3,5-dimethoxyphenyl)-2-carbonylcyclohexane-1-carbonyl)cyclopropane-1-carbonitrile COC=1C=C(C=C(C1)OC)C1CC(C(CC1)C(=O)C1(CC1)C#N)=C=O